CN1CCC(CC1)NC1=NC=NC2=CC=C(C=C12)C1=CNC2=NC=C(C=C21)C=2C(=NC=CC2)C N-(1-methylpiperidin-4-yl)-6-(5-(2-methylpyridin-3-yl)-1H-pyrrolo[2,3-b]pyridin-3-yl)quinazolin-4-amine